2-(3-acetyl-5-(6-fluoropyridin-3-yl)-1H-indazol-1-yl)acetic acid C(C)(=O)C1=NN(C2=CC=C(C=C12)C=1C=NC(=CC1)F)CC(=O)O